The molecule is a 4-O-(p-hydroxybenzoyl)ascaroside derived from (8R)-8-hydroxynonanoic acid. It is a metabolite of the nematode Caenorhabditis elegans. It has a role as a Caenorhabditis elegans metabolite. It is a 4-O-(p-hydroxybenzoyl)ascaroside, an (omega-1)-hydroxy fatty acid ascaroside and a monocarboxylic acid. It derives from an ascr#10 and an (8R)-8-hydroxynonanoic acid. C[C@H]1[C@@H](C[C@H]([C@@H](O1)O[C@H](C)CCCCCCC(=O)O)O)OC(=O)C2=CC=C(C=C2)O